8-[(1-tert-butoxycarbonyl-4-piperidyl)oxy]quinoxaline-5-carboxylic acid C(C)(C)(C)OC(=O)N1CCC(CC1)OC1=CC=C(C=2N=CC=NC12)C(=O)O